6-chloromethyl-6,11-dihydro-dibenzo[b,e]azepine ClCC1C2=C(CC3=C(N1)C=CC=C3)C=CC=C2